benzyl (1R,2S,6R)-2-(4-bromophenyl)-6-(hydroxymethyl)cyclohexane-1-carboxylate BrC1=CC=C(C=C1)[C@@H]1[C@H]([C@@H](CCC1)CO)C(=O)OCC1=CC=CC=C1